3-(4-amino-2-formyl-7-(pyrimidin-4-yl)pyrazolo[1,5-a]pyrazin-6-yl)benzonitrile NC=1C=2N(C(=C(N1)C=1C=C(C#N)C=CC1)C1=NC=NC=C1)N=C(C2)C=O